N-(3-(5-(4-chlorophenyl)-1H-pyrrolo[2,3-b]pyridine-3-carbonyl)-2,4-difluorophenyl)-2-oxopropane-1-sulfonamide ClC1=CC=C(C=C1)C=1C=C2C(=NC1)NC=C2C(=O)C=2C(=C(C=CC2F)NS(=O)(=O)CC(C)=O)F